N1(C=CC2=CC=CC=C12)CCOC1=CC=C(C=C1)CC1C(NC(S1)=O)=O 5-{[4-(2-(1-indolyl)ethoxy)phenyl]methyl}-thiazolidine-2,4-dione